5-methyl-1H-pyrazol-3-amine CC1=CC(=NN1)N